tert-butyl (R,Z)-3-((4-(2,5-difluorophenyl)-4-carbonylbut-2-en-2-yl)amino)piperidine-1-carboxylate FC1=C(C=C(C=C1)F)C(\C=C(\C)/N[C@H]1CN(CCC1)C(=O)OC(C)(C)C)=C=O